C(C1=CC=CC=C1)NC1=CC=C(C=N1)C1=CC=2C(=NC=CC2C=2C=C3C(=NNC3=CC2)N)N1 5-(2-(6-(benzylamino)pyridin-3-yl)-1H-pyrrolo[2,3-b]pyridin-4-yl)-1H-indazol-3-amine